C(C)OC(CCCCCCCC=CC#CC=C)OCC 14,14-diethoxy-1,5-tetradecadiene-3-yne